methyl (S,E)-(1-((6-chloro-1-((6-fluoro-7-isobutyl-1H-pyrrolo[3,2-b]pyridin-2-yl)methyl)-2-oxo-1,2-dihydropyridin-3-yl)amino)-7-(dimethylamino)-1,7-dioxohept-5-en-2-yl)carbamate ClC1=CC=C(C(N1CC1=CC2=NC=C(C(=C2N1)CC(C)C)F)=O)NC([C@H](CC\C=C\C(=O)N(C)C)NC(OC)=O)=O